ClC1=NC=2N(C(=C1C1=C(C=C(C=C1F)F)F)N1CCC(CC1)C)N=CN2 5-chloro-7-(4-methylpiperidin-1-yl)-6-(2,4,6-trifluoro-phenyl)[1,2,4]triazolo[1,5-a]pyrimidine